ClC1=NC=C(C(=C1)C1=C(C=NC(=C1)C)C(=O)NC=1SC2=C(N1)CN(C2)C(=O)C2=NC(=CN=C2C)Cl)OC 2'-Chloro-N-(5-(6-chloro-3-methylpyrazine-2-carbonyl)-5,6-dihydro-4H-pyrrolo[3,4-d]thiazol-2-yl)-5'-methoxy-6-methyl-[4,4'-bipyridine]-3-carboxamide